4-CHLOROPYRIDINE-2,6-DICARBOXALDEHYDE ClC1=CC(=NC(=C1)C=O)C=O